O1CCN(CC1)C(C[C@H](C(N[C@@H](CCC1=CC=CC=C1)B1OC(C(O1)(C)C)(C)C)=O)NC(OC(C)(C)C)=O)=O tert-butyl ((R)-4-morpholino-1,4-dioxo-1-(((R)-3-phenyl-1-(4,4,5,5-tetramethyl-1,3,2-dioxaborolan-2-yl) propyl)amino) butan-2-yl)carbamate